NCC12CN(C(C1)C2)C2=NC=CC(=N2)NC2=NNC(=C2)C2CC2 2-[4-(aminomethyl)-2-azabicyclo[2.1.1]hexan-2-yl]-N-(5-cyclopropyl-1H-pyrazol-3-yl)pyrimidin-4-amine